(S)-(6-chloropyridin-3-yl)(imino)(isopropyl)-λ6-sulfanone ClC1=CC=C(C=N1)[S@@](=O)(C(C)C)=N